4-((hydroxyamino)methyl)-N-(4-(1-methylpiperidin-4-yl)phenyl)aniline ONCC1=CC=C(NC2=CC=C(C=C2)C2CCN(CC2)C)C=C1